CN([C@@H](CO)C(=O)O)CC1=CC(=CC(=C1)F)F methyl-(3,5-difluorobenzyl)-L-serine